C1(=CC=CC=C1)CS(=O)(=O)OC1=C(OC(C1=O)([2H])C1=CC=C(C=C1)Br)N 2-amino-5-(4-bromophenyl)-4-oxo-4,5-dihydrofuran-3-yl-5-d phenylmethanesulfonate